2-((2-(tert-Butoxycarbonyl)-2-azaspiro[3.5]non-7-yl)oxy)acetic acid C(C)(C)(C)OC(=O)N1CC2(C1)CCC(CC2)OCC(=O)O